O[C@@]1(C(N([C@@H]2C[C@H]12)C)=O)C#CC=1C=C(C=CC1)C=1N=C(N2C1C=C(C=C2)OC)C(=O)N 1-(3-(((1R,4R,5S)-4-hydroxy-2-methyl-3-oxo-2-azabicyclo[3.1.0]hexan-4-yl)ethynyl)phenyl)-7-methoxyimidazo[1,5-a]pyridine-3-carboxamide